BrC1=C(NC=2NSC=3C2N=CC(N3)=NC(C(=O)O)C(C)O)C=CC=C1C1=CC3=C(OCCO3)C=C1 2-((3-(2-bromo-3-(1,4-benzodioxan-6-yl)anilino)isothiazolo[4,5-b]pyrazin-6-ylidene)amino)-3-hydroxybutyric acid